eugenol acetate (4-allyl-2-methoxyphenyl-acetate) C(C=C)C1=CC(=C(C=C1)CC(=O)O)OC.C(C)(=O)O.C=1(C(O)=CC=C(CC=C)C1)OC